[5-fluoro-6-[[1-(trifluoromethyl)cyclopropyl]methoxy]-3-pyridyl]-[4-(5-methyloxazolo[4,5-b]pyridin-2-yl)piperazin-1-yl]methanone FC=1C=C(C=NC1OCC1(CC1)C(F)(F)F)C(=O)N1CCN(CC1)C=1OC=2C(=NC(=CC2)C)N1